COC1=C2NC3=C(N=NC(NC=4C=CC=C(CN(CC(C=C1C1=NN(C=N1)C)=C2)C)N4)=C3)C(=O)NC 10-Methoxy-N,15-dimethyl-11-(1-methyl-1,2,4-triazol-3-yl)-2,4,5,8,15,21-hexazatetracyclo[15.3.1.13,7.19,13]tricosa-1(21),3(23),4,6,9,11,13(22),17,19-nonaene-6-carboxamide